(S)-2-(3-((6-((1-(4-(tert-butyl)phenyl)ethyl)carbamoyl)-1,2-dimethyl-1H-indol-3-yl)methyl)phenoxy)-2-methyl-propanoic acid C(C)(C)(C)C1=CC=C(C=C1)[C@H](C)NC(=O)C1=CC=C2C(=C(N(C2=C1)C)C)CC=1C=C(OC(C(=O)O)(C)C)C=CC1